C(C)(C)[C@@H]1CC=C(CC1)CC(C=O)C 3-[(4S)-4-isopropyl-1-cyclohexen-1-yl]-2-methyl-1-propanal